(2R,3S,5R)-5-(6-amino-2-chloro-9H-purin-9-yl)-2-ethynyl-2-(hydroxymethyl)tetrahydrofuran-3-ol NC1=C2N=CN(C2=NC(=N1)Cl)[C@H]1C[C@@H]([C@](O1)(CO)C#C)O